3-(8-(3-bromo-2-methylphenylamino)-1,7-naphthyridin-3-yl)azetidine-1-carboxylic acid tert-butyl ester C(C)(C)(C)OC(=O)N1CC(C1)C=1C=NC2=C(N=CC=C2C1)NC1=C(C(=CC=C1)Br)C